FC=1C(=NC=CC1)C1=CC=2C(=C3N(CCN=C3)C2N=C1)C 3-(3-fluoropyridin-2-yl)-5-methyl-8,9-dihydropyrido[3',2':4,5]pyrrolo[1,2-a]pyrazin